(1-methylguanidino-methyl)phosphinic acid CN(C(=N)N)CP(O)=O